(E)-N-(6-(2-(3-cyano-6-(1-methyl-1H-pyrazol-4-yl)pyrazolo[1,5-a]pyridin-4-yl)vinyl)pyridazin-3-yl)acrylamide C(#N)C=1C=NN2C1C(=CC(=C2)C=2C=NN(C2)C)/C=C/C2=CC=C(N=N2)NC(C=C)=O